6-{8-[(2-cyano-2-methylideneethyl)amino]-7-methoxynaphthalen-2-yl}-N-cyclopentylpyridine-2-carboxamide C(#N)C(CNC=1C(=CC=C2C=CC(=CC12)C1=CC=CC(=N1)C(=O)NC1CCCC1)OC)=C